tert-butyl (R)-2-((tert-butyldimethylsilyl)oxy)-3-((2-chloroquinolin-6-yl)oxy)propanoate [Si](C)(C)(C(C)(C)C)O[C@@H](C(=O)OC(C)(C)C)COC=1C=C2C=CC(=NC2=CC1)Cl